2-Chloro-N-[2-(4-{[(2-cyanopyridin-3-yl)oxy]methyl}piperidin-1-yl)-2-[4-(difluoromethyl)-1,3-thiazol-5-yl]ethyl]-6-fluorobenzamide ClC1=C(C(=O)NCC(C2=C(N=CS2)C(F)F)N2CCC(CC2)COC=2C(=NC=CC2)C#N)C(=CC=C1)F